dimethylaminochloroethane hydrochloride salt Cl.CN(C)C(C)Cl